ethyl-1-(2-(4-fluorophenoxy)ethyl)-1H-1,2,3-triazole C(C)C=1N=NN(C1)CCOC1=CC=C(C=C1)F